5-(p-bromophenylseleno)-1-methanesulfonylindoline BrC1=CC=C(C=C1)[Se]C=1C=C2CCN(C2=CC1)S(=O)(=O)C